C(C)(C)(C)OC(=O)[C@H]1N(C(C[C@@H]1CN)=O)C1=NC(=CC(=C1)C(F)(F)F)C (2S,3R)-3-(aminomethyl)-1-(6-methyl-4-(trifluoromethyl)pyridin-2-yl)-5-oxopyrrolidine-2-carboxylic acid tert-butyl ester